2-[2-(5-bromo-2-thienyl)ethoxy]tetrahydropyran BrC1=CC=C(S1)CCOC1OCCCC1